(1R,3S)-3-[3-({[1-(2-methoxyethyl)-1H-pyrazol-5-yl]carbonyl}amino)-1H-pyrazol-5-yl]cyclopentylpropan-2-ylcarbamate COCCN1N=CC=C1C(=O)NC1=NNC(=C1)[C@@H]1C[C@@H](CC1)CC(C)NC([O-])=O